COC1=CC=2NC3=CC(=CC(=C3C2C(=C1)OC)OC)OC 2,4,5,7-tetramethoxycarbazole